C1=CC=CC=2C3=CC=CC=C3C(C12)COC(=O)N[C@H](C(=O)O)CC=1C=NC(=NC1)C#N (S)-2-((((9H-fluoren-9-yl)methoxy)carbonyl)amino)-3-(2-cyanopyrimidin-5-yl)propanoic acid